6-(1-methyl-1H-pyrazol-4-yl)imidazo[1,2-a]pyrazine-2-carboxylic acid ethyl ester C(C)OC(=O)C=1N=C2N(C=C(N=C2)C=2C=NN(C2)C)C1